N-(4-((4-isopropoxy-6-(methylsulfonyl)pyridin-2-yl)amino)-5-(6-methoxypyridazin-3-yl)pyridin-2-yl)acetamide C(C)(C)OC1=CC(=NC(=C1)S(=O)(=O)C)NC1=CC(=NC=C1C=1N=NC(=CC1)OC)NC(C)=O